O1C(CCCC1)OCC12COC(CC1)(CC2)C(C)=O 1-(4-(((tetrahydro-2H-pyran-2-yl)oxy)methyl)-2-oxabicyclo[2.2.2]octan-1-yl)ethan-1-one